OCC1CCC(CC1)N1N=C2C=C(C(=CC2=C1)NC(=O)C1=NC(=CC=C1)C(F)(F)F)OCC(C)(C)O N-[2-[4-(hydroxymethyl)cyclohexyl]-6-(2-hydroxy-2-methyl-propoxy)indazol-5-yl]-6-(trifluoromethyl)pyridine-2-carboxamide